ClC1=C(C=C(C(=C1)F)B1OC(C(O1)(C)C)(C)C)CO [2-chloro-4-fluoro-5-(4,4,5,5-tetramethyl-1,3,2-dioxaborolan-2-yl)phenyl]methanol